NC1=C(CNCC(=O)OC(C)(C)C)C=C(C=C1)Cl tert-butyl (2-amino-5-chlorobenzyl)glycinate